C(C)O[Si]1(C[SiH](C1)OCC)CC 1,3-diethoxy-1-ethyl-1,3-disilacyclobutane